Cl.Cl.Cl.O1CCN(CC1)CCONC1=C(C=CC=C1)N1CCCCC1 (2-morpholinoethoxy)-2-(piperidin-1-yl)aniline trihydrochloride